Ethyl-4-azido-6-methoxy-3-methyl-1,2,3,4-tetrahydroquinoline-2-carboxylate C(C)OC(=O)C1NC2=CC=C(C=C2C(C1C)N=[N+]=[N-])OC